4-[3-(5-methoxymethyl-pyridin-2-yloxy)-benzylidene]-piperidine-1-carboxylic acid ((1R,2S)-2-phenyl-cyclopropyl)-amide C1(=CC=CC=C1)[C@H]1[C@@H](C1)NC(=O)N1CCC(CC1)=CC1=CC(=CC=C1)OC1=NC=C(C=C1)COC